COC(=O)C=1C=CC2=C(N=C(S2)N2CCC(CC2)CO)C1 [4-(hydroxymethyl)-1-piperidinyl]-1,3-benzothiazole-5-carboxylic acid methyl ester